1-{4-[3-(4-amino-7-methyl-5-{4-[(6-methylpyridin-2-yl)oxy]phenyl}-7H-pyrrolo[2,3-d]pyrimidin-6-yl)phenyl]piperazin-1-yl}prop-2-en-1-one hydrochloride Cl.NC=1C2=C(N=CN1)N(C(=C2C2=CC=C(C=C2)OC2=NC(=CC=C2)C)C=2C=C(C=CC2)N2CCN(CC2)C(C=C)=O)C